C(C)OC1CC(C1)N1N=C(C(=C1)NC(=O)C=1N=C(SC1)C=1C=NNC1)C1=NC=C(C=C1)C(F)(F)F N-(1-((1s,3s)-3-ethoxycyclobutyl)-3-(5-(trifluoromethyl)pyridin-2-yl)-1H-pyrazol-4-yl)-2-(1H-pyrazol-4-yl)thiazole-4-carboxamide